FC1(CN(CCC1OCC1=CC=C(C#N)C=C1)C)F 4-(((3,3-difluoro-1-methylpiperidin-4-yl)oxy)methyl)benzonitrile